ClC1=CC=C(C=C1)NC(=O)N[C@H]1C(NC[C@@H]1C1=C(C=CC=C1)OC)=O |o1:11,15| (+)-1-(4-chlorophenyl)-3-[(3R*,4S*)-4-(2-methoxyphenyl)-2-oxopyrrolidin-3-yl]urea